2-dicyclohexylphosphino-2,6-di-methyloxy-1,1-biphenyl C1(CCCCC1)P(C1(C(=C(C=CC1)OC)C1=CC=CC=C1)OC)C1CCCCC1